O=C(NCCOCCOCCOCCOCCOCCOCCOCCOCCOCCOCCOCCOCCOCCOCCOCCOCCC(=O)OC1=C(C(=C(C(=C1F)F)F)F)F)CC[C@H](N(C(CCCCCCCCCC(=O)OCC1=CC=CC=C1)=O)CCCCCCCCCCC)C(=O)OCC1=CC=CC=C1 55,66-dibenzyl 1-(perfluorophenyl) (S)-52,57-dioxo-56-undecyl-3,6,9,12,15,18,21,24,27,30,33,36,39,42,45,48-hexadecaoxa-51,56-diazahexahexacontane-1,55,66-tricarboxylate